7-Methoxy-N-[6-(pyrazol-1-ylmethyl)-4-(trideuteriomethoxy)-1,2-benzoxazol-3-yl]-3,4-dihydro-2H-1,5-benzodioxepin-6-sulfonamide COC1=C(C2=C(OCCCO2)C=C1)S(=O)(=O)NC1=NOC2=C1C(=CC(=C2)CN2N=CC=C2)OC([2H])([2H])[2H]